C12(CC3CC(CC(C1)C3)C2)CNC(=O)C=2N=NC(=CC2)N2CCN(CC2)CC2=C(C=CC=C2)C#CC=2C=NC=C(C2)O N-(1-Adamantylmethyl)-6-[4-[[2-[2-(5-hydroxypyridin-3-yl)ethynyl]phenyl]methyl]piperazin-1-yl]pyridazine-3-carboxamide